4-[(4-cyclohexylphenyl)amino]-2-{methyl-[(pyrazin-2-yl)methyl]amino}-6-(prop-2-yl)-5,6-dihydro-7H-pyrrolo[3,4-d]pyrimidin-7-one C1(CCCCC1)C1=CC=C(C=C1)NC=1C2=C(N=C(N1)N(CC1=NC=CN=C1)C)C(N(C2)C(C)C)=O